3-chloro-2-(difluoromethyl)-6-(ethylsulfonyl)pyridine ClC=1C(=NC(=CC1)S(=O)(=O)CC)C(F)F